ClC1=CC=C2COC(C2=C1)(C1=CC=C(C=C1)C)CCCN(CC(=O)O)C N-{3-[6-chloro-1-(4-methylphenyl)-1,3-dihydroisobenzofuran-1-yl]-1-propyl}-N-methylglycine